ClC1=C(C(=CC=C1Cl)OCOCC[Si](C)(C)C)[C@H]1CC(N(C1)C[C@@H]1OC(OC1)(C)C)=O |&1:17| rac-4-(2,3-dichloro-6-((2-(trimethylsilyl)ethoxy)methoxy)phenyl)-1-(((S)-2,2-dimethyl-1,3-dioxolan-4-yl)methyl)pyrrolidin-2-one